C(C=C)(=O)[O-].[Mg+2].C(C=C)(=O)[O-] magnesium(II) acrylate